C1OCC12CN(C2)S(=O)(=O)N 2-oxa-6-azaspiro[3.3]heptane-6-sulfonamide